Cl.C(C)N(CCOC1=CC=C(C=C1)NC1=NC=C(C(=N1)N1OCCC1C1=CC=CC=C1)F)CC N-(4-(2-(diethylamino)ethoxy)phenyl)-5-fluoro-4-(3-phenylisooxazolidin-2-yl)pyrimidin-2-amine hydrochloride